(R)-(1-(4-((1-(3-amino-5-(trifluoromethyl)phenyl)ethyl)amino)-2-methyl-8,9-dihydro-7H-cyclopenta[h]quinazolin-6-yl)piperidin-4-yl)methanol NC=1C=C(C=C(C1)C(F)(F)F)[C@@H](C)NC1=NC(=NC2=C3C(=C(C=C12)N1CCC(CC1)CO)CCC3)C